FC1(C2=CC=CC=C2C=2C=CC(=CC12)C(=O)NCC(=O)N1C(CC(C1)OC(F)F)C(=O)N)F ((9,9-difluoro-9H-fluorene-2-carbonyl)glycyl)-4-(difluoromethoxy)pyrrolidine-2-carboxamide